OC1=C(C(=O)O)C(=CC(=C1)C(=O)O)C 2-hydroxy-6-methyl-terephthalic acid